5-[(3-cyanophenyl)methyl]-10-propyl-5H,6H,7H,8H,9H,10H-cyclohepta[b]indole-4-carboxylic acid C(#N)C=1C=C(C=CC1)CN1C2=C(C3=CC=CC(=C13)C(=O)O)C(CCCC2)CCC